[4-(7H-dibenzocarbazol-7-yl) butyl] phosphate P(=O)(OCCCCC1C=C2C(=C3C(=C4C=5C=CC=CC5N=C24)C=CC=C3)C=C1)([O-])[O-]